5,5-difluoro-1-(1-methyl-1H-pyrrol-2-yl)-3-(trifluoromethyl)-1,4,5,6-tetrahydrocyclopenta[b]pyrrol-4-ol FC1(C(C2=C(N(C=C2C(F)(F)F)C=2N(C=CC2)C)C1)O)F